ClC(OCCCC)Cl 4-dichloromethoxybutane